5,6-Dihydro-β,β-carotene-3,3',5,6-tetrol CC1=C(C(CC(C1)O)(C)C)/C=C/C(=C/C=C/C(=C/C=C/C=C(\C)/C=C/C=C(\C)/C=C/C2(C(CC(CC2(C)O)O)(C)C)O)/C)/C